P(=O)([O-])([O-])[O-].[Zr+4].[Li+].[Ga+3] gallium lithium zirconium phosphate